5-(4-((3-ethyl-2,4-dioxo-1,2,3,4-tetrahydrothieno[3,2-d]pyrimidin-6-yl)methyl)piperazin-1-yl)-6-methyl-picolinamide C(C)N1C(NC2=C(C1=O)SC(=C2)CN2CCN(CC2)C=2C=CC(=NC2C)C(=O)N)=O